tert-butyl ((4-(trifluoromethoxy)phenyl)sulfonyl)-L-isoleucinate FC(OC1=CC=C(C=C1)S(=O)(=O)N[C@@H]([C@@H](C)CC)C(=O)OC(C)(C)C)(F)F